COC1=NC=CC2=C1NC(=N2)C=2C(=CC(=C(C(=O)N1CCC(CC1)C1=CC=C(C#N)C=C1)C2)C)C 4-(1-(5-(4-methoxy-3H-imidazo[4,5-c]pyridin-2-yl)-2,4-dimethylbenzoyl)piperidin-4-yl)benzonitrile